ClC1=C(CN2N=CC(=C2)NC(=O)C2=NOC(=C2)C2=NC=CC=C2)C(=CC=C1)Cl N-(1-(2,6-dichlorobenzyl)-1H-pyrazol-4-yl)-5-(pyridin-2-yl)isoxazole-3-carboxamide